1-(3-bromo-4-chloro-5-methylphenyl)ethan-1-one BrC=1C=C(C=C(C1Cl)C)C(C)=O